7-Fluoro-3-(methoxymethoxy)-8-[(triisopropylsilyl)ethynyl]-1-naphthol FC1=CC=C2C=C(C=C(C2=C1C#C[Si](C(C)C)(C(C)C)C(C)C)O)OCOC